[N+](=O)([O-])C1=C(C=CC=C1)C1=C(N=C(O1)C1=CC=C(C=C1)C(F)(F)F)C(=O)NCC1=CC=NC=C1 (2-nitrophenyl)-N-(pyridin-4-ylmethyl)-2-(4-(trifluoromethyl)phenyl)oxazole-4-carboxamide